benzyl (5-(6-(6-(2-(ethyl(isopropyl)carbamoyl)-4-fluorophenoxy)-1,2,4-triazin-5-yl)-2,6-diazaspiro[3.4]octan-2-yl)-2,6-dimethylheptan-2-yl)(methyl)carbamate C(C)N(C(=O)C1=C(OC2=C(N=CN=N2)N2CC3(CN(C3)C(CCC(C)(C)N(C(OCC3=CC=CC=C3)=O)C)C(C)C)CC2)C=CC(=C1)F)C(C)C